7-(8-chloronaphthalen-1-yl)-8-fluoro-2-(((2R,7aS)-2-fluorotetrahydro-1H-pyrrolizin-7a(5H)-yl)methoxy)-N-methyl-N-((3R,4S)-4-methylpyrrolidin-3-yl)pyrido[4,3-d]pyrimidin-4-amine ClC=1C=CC=C2C=CC=C(C12)C1=C(C=2N=C(N=C(C2C=N1)N([C@H]1CNC[C@@H]1C)C)OC[C@]12CCCN2C[C@@H](C1)F)F